(S)-2,4-diamino-6-((1-(4-chloro-1-(pyridin-4-yl)-1H-pyrrolo[2,3-b]pyridin-3-yl)ethyl)amino)pyrimidine-5-carbonitrile NC1=NC(=C(C(=N1)N)C#N)N[C@@H](C)C1=CN(C2=NC=CC(=C21)Cl)C2=CC=NC=C2